pentamethyl-cyclopentadienyl-trimethylsilane CC1=C(C(=C(C1([Si](C)(C)C)C)C)C)C